FC(C(C(F)(F)F)C1=CC=C(OC2=NC=C(C(=O)OC)C=C2)C=C1)(F)F methyl 6-(4-(1,1,1,3,3,3-hexafluoropropan-2-yl)phenoxy)nicotinate